6'-(2-(4-([1,1'-biphenyl]-3-yl)-6-phenylpyrimidin-2-yl)phenyl)spiro[cyclohexane-1,9'-fluorene]-2'-carbonitrile C1(=CC(=CC=C1)C1=NC(=NC(=C1)C1=CC=CC=C1)C1=C(C=CC=C1)C=1C=C2C=3C=CC(=CC3C3(C2=CC1)CCCCC3)C#N)C3=CC=CC=C3